C(#N)C=1C(=NC(=NC1)NC=1C(=CC(=C(C1)NC(C=C)=O)N(C)CCN(C)C)OC)C1=CN(C2=CC=CC=C12)C1COC1 N-(5-((5-Cyano-4-(1-(oxetan-3-yl)-1H-indol-3-yl)pyrimidin-2-yl)amino)-2-((2-(dimethylamino)ethyl)(methyl)amino)-4-methoxyphenyl)acrylamide